5-chloro-4-fluoro-2-(2-(trifluoromethyl)pyrimidin-5-yl)benzaldehyde ClC=1C(=CC(=C(C=O)C1)C=1C=NC(=NC1)C(F)(F)F)F